bromo-2'-chloro-3,6'-difluoro-[1,1'-biphenyl] BrC1=C(C=CC=C1F)C1=C(C=CC=C1F)Cl